4-(2,2-difluoroethyl)-N,N-bis(4-methoxybenzyl)-3-methyl-5-(4,4,5,5-tetramethyl-1,3,2-dioxaborolan-2-yl)aniline FC(CC1=C(C=C(N(CC2=CC=C(C=C2)OC)CC2=CC=C(C=C2)OC)C=C1B1OC(C(O1)(C)C)(C)C)C)F